[Cl-].[N+](=O)([O-])CC1=CC=CC=C1 nitrotoluene monochloride